5-[2-(Dimethylamino)ethylamino]-1-methyl-2-oxo-N-phenyl-quinoline-3-carboxamide CN(CCNC1=C2C=C(C(N(C2=CC=C1)C)=O)C(=O)NC1=CC=CC=C1)C